ClC1=C(C=C(C=C1)N1C[C@H](CC1)CC(=O)O)F 2-[(3R)-1-(4-chloro-3-fluorophenyl)pyrrolidin-3-yl]acetic acid